CN1N=CC(=C1C)S(=O)(=O)N1C[C@H]([C@@H](CC1)C=1C(=CC=2N(C1)N=CN2)C)F |r| (rac)-6-(trans-1-((1,5-dimethyl-1H-pyrazol-4-yl)sulfonyl)-3-fluoropiperidin-4-yl)-7-methyl-[1,2,4]triazolo[1,5-a]pyridine